FC(C1=NN(C(=C1)NC(C1=C(C=CC=C1)F)=O)C)F N-(3-(difluoromethyl)-1-methyl-1H-pyrazol-5-yl)-2-fluorobenzamide